ClC1=CC(=C(C(=O)N)C=C1[N+](=O)[O-])[C@H](C)C1=CC(=CC=C1)F (R)-4-chloro-2-(1-(3-fluorophenyl)ethyl)-5-nitrobenzamide